CC1=NN(C2=CC(=CC=C12)NC(C1=CC(=CC=C1)C1=CC=NC=C1)=O)CCC1CCN(CC1)C N-(3-methyl-1-(2-(1-methylpiperidin-4-yl)ethyl)-1H-indazol-6-yl)-3-(pyridin-4-yl)benzamide